C(C=C)(=O)OCCCCCCCCCCOC(CCP(=O)(O)O)=O acryloxydecyl-3-phosphonopropionate